O=C1C(C(C2=CC(=CC=C12)C(=O)C=1C=C2C(C(C(C2=CC1)=O)C(CC1C(CCC1)=O)=O)=O)=O)C(CC1C(CCC1)=O)=O 5-{1,3-dioxo-2-[2-(2-oxocyclopentyl)acetyl]-2,3-dihydro-1H-indene-5-carbonyl}-2-[2-(2-oxocyclopentyl)acetyl]-2,3-dihydro-1H-indene-1,3-dione